2-[6-(Ethylamino)pyridin-3-yl]-N-[(3S)-9-fluoro-2-oxo-5-phenyl-1,3-dihydro-1,4-benzodiazepin-3-yl]-6,7-dihydro-5H-pyrazolo[5,1-b][1,3]oxazine-3-carboxamide C(C)NC1=CC=C(C=N1)C1=NN2C(OCCC2)=C1C(=O)N[C@@H]1C(NC2=C(C(=N1)C1=CC=CC=C1)C=CC=C2F)=O